ClC=1C=CC(=C(C1)C1=C(C=NN1C[C@@H](C(F)(F)F)O)NC(=O)C=1C=NN2C1N=CC=C2)OC N-(5-(5-chloro-2-methoxyphenyl)-1-((S)-3,3,3-trifluoro-2-hydroxypropyl)-1H-pyrazol-4-yl)pyrazolo[1,5-a]pyrimidine-3-carboxamide